S(=O)(=O)=C1NC=CC=C1 2-sulfonyl-pyridine